ClC=1C=C(C=CC1)N1N=C(C=C(C1=O)C(=O)NC[C@H](C(C)C)O)C1=CC=C(C=C1)Cl 2-(3-chlorophenyl)-6-(4-chlorophenyl)-N-[(2S)-2-hydroxy-3-methylbutyl]-3-oxo-2,3-dihydropyridazine-4-carboxamide